COC(C[N+]#[C-])(C)C 2-METHOXYISOBUTYLISOCYANIDE